C1=CC2=C(C3=C(C=C2)C4=C(C=C3)C(=O)NC4=O)N=C1 isoindoloquinolinedione